1-(bicyclo[1.1.1]pentan-1-yl)-6-(cyclopropylmethyl)-N-(1-(3,4,5-trimethoxyphenyl)-1H-imidazol-4-yl)-1H-pyrazolo[3,4-d]pyrimidin-4-amine C12(CC(C1)C2)N2N=CC=1C2=NC(=NC1NC=1N=CN(C1)C1=CC(=C(C(=C1)OC)OC)OC)CC1CC1